2-((3'S,5R,7R)-2-bromo-3'-fluoro-5-methyl-8-oxo-5,8-dihydro-4H-spiro[furo[3,4-d][1,2,4]triazolo[1,5-a]pyrimidine-7,4'-piperidin]-4-yl)-N-(2-chloro-4-(trifluoromethyl)phenyl)acetamide BrC1=NN2C(N(C3=C(C2=O)[C@]2([C@H](CNCC2)F)O[C@@H]3C)CC(=O)NC3=C(C=C(C=C3)C(F)(F)F)Cl)=N1